N[C@@H](CCC(=O)O)C(=O)\C(=C/[C@@H](C(=O)O)N)\C=C gamma-L-Glutamyl-L-2-amino-(Z)-3,5-hexadienoic acid